(2S)-2-AMINO-2-CYCLOPROPYLPROPANOIC ACID N[C@@](C(=O)O)(C)C1CC1